2-(2-carboxyethyl)-3-methylmaleic anhydride C(=O)(O)CC/C=1/C(=O)OC(\C1\C)=O